O(C1=CC=CC=C1)C1=CC=C(C=C1)N1C=C(C=2N=CN=C(C21)N)C2CCC1(OCCO1)CC2 5-(4-phenoxyphenyl)-7-(1,4-dioxaspiro[4.5]dec-8-yl)-5H-pyrrolo[3,2-d]pyrimidin-4-amine